sodium bromonicotinate BrC1=C(C(=O)[O-])C=CC=N1.[Na+]